5-((4-(6-(5-((R)-2-(2,4-difluorophenyl)pyrrolidin-1-yl)pyrazolo[1,5-a]pyrimidin-3-yl)pyridin-2-yl)piperazin-1-yl)methyl)-2-(2,6-dioxopiperidin-3-yl)-4-fluoroisoindoline-1,3-dione FC1=C(C=CC(=C1)F)[C@@H]1N(CCC1)C1=NC=2N(C=C1)N=CC2C2=CC=CC(=N2)N2CCN(CC2)CC=2C(=C1C(N(C(C1=CC2)=O)C2C(NC(CC2)=O)=O)=O)F